ClC=1C(=C(C=CC1F)[C@@H](NC(=O)N1[C@@H](C(NCC1)=O)C)C1CC2(CC2)C1)F (2R)-N-((S)-(3-chloro-2,4-difluorophenyl)(spiro[2.3]hexan-5-yl)methyl)-2-methyl-3-oxopiperazine-1-carboxamide